1-(2,3-dihydroxypropyl)-4-ethylpiperazine OC(CN1CCN(CC1)CC)CO